(R)-6-(2-(4-(Trifluoromethyl)phenoxy)propyl)-2-thia-6-azaspiro[3.4]octane 2,2-dioxide FC(C1=CC=C(O[C@@H](CN2CC3(CS(C3)(=O)=O)CC2)C)C=C1)(F)F